ClCCCC(C(C)C)=O 6-Chloro-2-methylhexane-3-one